C(C)(C)(C)C1=CC=C(C=C1)N1C=CC2=C1N=CC=C2NC2CCCCC2 (4-(tert-butyl)phenyl)-N-cyclohexyl-1H-pyrrolo[2,3-b]Pyridin-4-amine